(R)-N-(1-oxo-1-(7-(4-(trifluoromethyl)phenyl)-3,4-dihydroisoquinolin-2(1H)-yl)propan-2-yl)methanesulfonamide O=C([C@@H](C)NS(=O)(=O)C)N1CC2=CC(=CC=C2CC1)C1=CC=C(C=C1)C(F)(F)F